5-((4-(1-(cyclopropylmethyl)-1H-benzo[d]imidazol-2-yl)piperidin-1-yl)methyl)-6-fluoro-1-(2-fluorophenyl)-1H-indazole C1(CC1)CN1C(=NC2=C1C=CC=C2)C2CCN(CC2)CC=2C=C1C=NN(C1=CC2F)C2=C(C=CC=C2)F